(S)-4-((2-(3-aminopiperidin-1-yl)-4-chloro-1H-benzo[d]imidazol-1-yl)methyl)benzonitrile 2,2,2-trifluoroacetate FC(C(=O)O)(F)F.N[C@@H]1CN(CCC1)C1=NC2=C(N1CC1=CC=C(C#N)C=C1)C=CC=C2Cl